2-(2-(5-fluoropyridin-3-yl)ethyl)-6-(2-(2,2,2-trifluoroethoxy)pyrimidin-5-yl)pyridazin-3(2H)-one FC=1C=C(C=NC1)CCN1N=C(C=CC1=O)C=1C=NC(=NC1)OCC(F)(F)F